Cl.NC([C@H](C[C@H]1C(NCCC1)=O)NC(=O)[C@@H]1[C@H]2C([C@H]2CN1C([C@H](C(C)(C)C)N)=O)(C)C)=O (1R,2S,5S)-N-((S)-1-amino-1-oxo-3-((S)-2-oxopiperidin-3-yl)propan-2-yl)-3-((S)-2-amino-3,3-dimethylbutyryl)-6,6-dimethyl-3-azabicyclo[3.1.0]hexane-2-carboxamide hydrochloride